C(#C)C=1C=C(C=C(C1)CO)CO (5-ethynyl-1,3-phenylene)dimethanol